CC1=C(OC2=C(C=C(C=C2C1=O)C)[C@@H](C)NC1=C(C(=O)O)C=C(C=C1)C(F)(F)F)C1=CC=C2C(=N1)SC(=N2)C 2-[[(1R)-1-[3,6-Dimethyl-2-(2-methylthiazolo[5,4-b]pyridin-5-yl)-4-oxo-chromen-8-yl]ethyl]amino]-5-(trifluoromethyl)benzoic acid